FC(COC1=C(C=C(C(=N1)OC)NS(=O)(=O)C=1C=CC=C2C1CCCN(C2=O)C)F)F N-[6-(2,2-difluoroethoxy)-5-fluoro-2-methoxy-3-pyridyl]-1-keto-2-methyl-4,5-dihydro-3H-2-benzazepine-6-sulfonamide